ClC=1C=C(C=C(C1OC=1C=CC2=C(CCCC(N2C)=O)C1)Cl)N1NC(NC(C1C#N)=O)=O [3,5-dichloro-4-[(1-methyl-2-oxo-4,5-dihydro-3H-1-benzazepin-7-yl)oxy]phenyl]-3,5-dioxo-1,2,4-triazine-6-carbonitrile